C(C)(C)(C)OC(C(CC=1C=NC(=CC1)OCCOCCOCC)N1CCNCCNCCNCC1)=O tert-butyl-3-{6-[2-(2-ethoxyethoxy)ethoxy]pyridin-3-yl}-2-(1,4,7,10-tetraazacyclododecan-1-yl)propanoate